C(=C)[Si](O[Si](C=C)(C1=CC=CC=C1)C1=CC=CC=C1)(C1=CC=CC=C1)C1=CC=CC=C1 1,3-divinyltetraphenyldisiloxane